1-(3,5-dibromo-2-hydroxymethylphenyl)-3-[3-(2-aminoethylamino)-5-methoxyphenyl]urea BrC=1C(=C(C=C(C1)Br)NC(=O)NC1=CC(=CC(=C1)OC)NCCN)CO